4-((1R,2S)-2-((cyclopropylmethyl)amino)cyclopropyl)-5-methyl-N-(tetrahydro-2H-pyran-4-yl)thiophene-2-carboxamide C1(CC1)CN[C@@H]1[C@H](C1)C=1C=C(SC1C)C(=O)NC1CCOCC1